1-((1S,3S)-1-(4-(((3R,5R,7R)-adamantan-1-yl)amino)phenyl)-3-butyl-6-(trifluoromethoxy)-3,4-dihydroisoquinolin-2(1H)-yl)-3-(trimethylsilyl)prop-2-yn-1-one C12(CC3CC(CC(C1)C3)C2)NC2=CC=C(C=C2)[C@@H]2N([C@H](CC3=CC(=CC=C23)OC(F)(F)F)CCCC)C(C#C[Si](C)(C)C)=O